BrC1=CC=C(C(=N1)NC(=O)[C@H]1N([C@@H]2C[C@@]2(C1)CC=1SC=C(N1)C(C)(C)C)C(=O)OC(C)(C)C)C tert-Butyl (1R,3S,5R)-3-[(6-bromo-3-methylpyridin-2-yl)carbamoyl]-5-[(4-tert-butyl-1,3-thiazol-2-yl)methyl]-2-azabicyclo[3.1.0]hexane-2-carboxylate